CC=1N=CSC1C1(CC1)C(F)(F)F 4-methyl-5-(1-(trifluoromethyl)cyclopropyl)thiazol